NC1=NN2C(N=CC=C2)=C1C(=O)NC(C)C=1C=C(C=2N(C1N1CCC(CC1)C#N)N=CC2)Cl 2-Amino-N-(1-(4-chloro-7-(4-cyanopiperidin-1-yl)pyrazolo[1,5-a]pyridin-6-yl)ethyl)pyrazolo[1,5-a]pyrimidine-3-carboxamide